(S)-6-((4-((2-hydroxy-1-phenylethyl)amino)-5-(5-methyl-1,3,4-oxadiazol-2-yl)pyridin-2-yl)amino)-1-methyl-1,2-dihydro-3H-indazol-3-one OC[C@H](C1=CC=CC=C1)NC1=CC(=NC=C1C=1OC(=NN1)C)NC1=CC=C2C(NN(C2=C1)C)=O